FCCOCCOC1=NC=C(C=N1)C=CC1=C(NC)C=CC=C1 2-(2-(2-(2-(2-fluoroethoxy)ethoxy)pyrimidin-5-yl)vinyl)-N-methylaniline